COC1=C(C=CC=C1)C(C(C1=C(C=CC=C1)OC)=NN)=NN 2,2'-dimethoxybenzil dihydrazone